(E)-N-(3,5-dibromo-2-fluorophenyl)-2-(hydroxyimino)acetamide BrC=1C(=C(C=C(C1)Br)NC(/C=N/O)=O)F